OC=1C=NC2=CC=CC=C2C1 3-hydroxyquinoline